methyl 4-(4-(6-aminopyridin-3-yl)piperidin-1-yl)benzoate NC1=CC=C(C=N1)C1CCN(CC1)C1=CC=C(C(=O)OC)C=C1